C(C1=CC=C(C=C1)N(C1CCCCC1)C1CCCCC1)C1=CC=C(C=C1)N(C1CCCCC1)C1CCCCC1 4,4'-methylenebis(N,N-dicyclohexyl-phenylamine)